6-Fluoro-4-(4,4,5,5-tetramethyl-1,3,2-dioxaborolan-2-yl)-5-((triisopropylsilyl)ethynyl)naphthalen-2-ol uranium(VI) [U+6].FC=1C(=C2C(=CC(=CC2=CC1)O)B1OC(C(O1)(C)C)(C)C)C#C[Si](C(C)C)(C(C)C)C(C)C